OC12CCC(CC1)(C2)NC2=NN1C(C(=N2)OC)=C(C=C1)C1=CC=2N(C=C1)N=CC2C(=O)NC 5-(2-((4-hydroxybicyclo[2.2.1]heptan-1-yl)amino)-4-methoxypyrrolo[2,1-f][1,2,4]triazin-5-yl)-N-methylpyrazolo[1,5-a]pyridine-3-carboxamide